3-(tert-butyl)-4-vinylbenzene C(C)(C)(C)C=1C=CC=CC1C=C